methyl 3-vinylisonicotinate C(=C)C1=C(C(=O)OC)C=CN=C1